N=1C=NN2C1C=C(C=C2)OC2=C(C=C(C=C2)NC2=NC=NN1C2=C(C=C1)C1CCN(CC1)C(/C=C/CNC(OC(C)(C)C)=O)=O)C tert-butyl (E)-(4-(4-(4-((4-([1,2,4]triazolo[1,5-a]pyridin-7-yloxy)-3-methylphenyl)amino)pyrrolo[2,1-f][1,2,4]triazin-5-yl)piperidin-1-yl)-4-oxobut-2-en-1-yl)carbamate